C(C1=CC=CC=C1)OC1=CC(=NC2=CC=CC=C12)C(=O)N 4-(Benzyloxy)quinoline-2-carboxamide